NC1=CC=C(C=C1)C\C=C\C1=C(C=CC(=C1)OC)OC (E)-1-(4-aminophenyl)-3-(2,5-dimethoxyphenyl)prop-2-en